N1(CCCCC1)C(=O)OCC1=CC=C(C=C1)C(C)(C)NCCN(CC)CC 4-[(2-diethylamino-ethylamino)-methyl-1-ethyl]Benzyl piperidine-1-carboxylate